C(C(C)C)C1=CC2=C(OCC(N2)=O)C=C1 6-isobutyl-2H-benzo[B][1,4]oxazin-3(4H)-one